CN(C/C=C/C(=O)NC1=C(C=C(C(=C1)NC1=NC=CC(=N1)C1=CN(C2=CC=CC=C12)C)OC)NC)C (E)-4-(dimethylamino)-N-(4-methoxy-5-((4-(1-methyl-1H-indol-3-yl)pyrimidin-2-yl)amino)-2-(methylamino)phenyl)but-2-enamide